N-methylcyclopropane-sulfonamide CNS(=O)(=O)C1CC1